(2S,5R)-1-(3'-carbamoyl-4'-cyano-[1,1'-biphenyl]-4-carbonyl)-5-(2-chlorophenyl)pyrrolidine-2-carboxylic acid C(N)(=O)C=1C=C(C=CC1C#N)C1=CC=C(C=C1)C(=O)N1[C@@H](CC[C@@H]1C1=C(C=CC=C1)Cl)C(=O)O